C(CCCCCCC)(=O)OCC(OC(CCCCCCC)=O)COC(CCCCCCC)=O Glycerol Tri-Octanoate